CC1=C(OC2=C(C=C(C=C2C1=O)C)[C@@H](C)NC=1C(=NC=CC1)C(=O)O)C1=CC=C2C(=N1)SC(=N2)C 3-[[(1R)-1-[3,6-Dimethyl-2-(2-methylthiazolo[5,4-b]pyridin-5-yl)-4-oxo-chromen-8-yl]ethyl]amino]pyridine-2-carboxylic acid